(1R,3R)-3-(4-amino-3-(4-(2-fluorophenoxy)phenyl)-1H-pyrazolo[3,4-d]pyrimidin-1-yl)cyclohexyl acetate C(C)(=O)O[C@H]1C[C@@H](CCC1)N1N=C(C=2C1=NC=NC2N)C2=CC=C(C=C2)OC2=C(C=CC=C2)F